1,1,1-trifluoro-2-(3-(6-(((3S,4S)-4-fluoropyrrolidin-3-yl)amino)pyridin-2-yl)-7-methoxyimidazo[1,2-b]pyridazin-6-yl)propan-2-ol FC(C(C)(O)C=1C(=CC=2N(N1)C(=CN2)C2=NC(=CC=C2)N[C@H]2CNC[C@@H]2F)OC)(F)F